1-(4-bicyclo[2.2.1]hept-5-en-2-ylbutyl)-3,4-dimethyl-1H-pyrrole-2,5-dione C12C(CC(C=C1)C2)CCCCN2C(C(=C(C2=O)C)C)=O